(R)-3-methyl-4-(4-(1-methyl-1H-pyrazol-5-yl)-7-(1H-pyrazol-5-yl)imidazo[1,5-b]pyridazin-2-yl)morpholine sodium [Na].C[C@H]1N(CCOC1)C=1C=C(C=2N(N1)C(=NC2)C2=CC=NN2)C2=CC=NN2C